(2S,3R)-3-[(cyclopropanesulfonyl)amino]-2-[(2,2'-difluoro-3'-methyl[1,1'-biphenyl]-3-yl)methyl]-4,4-difluoro-N,N-dimethylpyrrolidine-1-carboxamide C1(CC1)S(=O)(=O)N[C@@H]1[C@@H](N(CC1(F)F)C(=O)N(C)C)CC=1C(=C(C=CC1)C1=C(C(=CC=C1)C)F)F